2-[6-[(3S)-3-(hydroxymethyl)morpholin-4-yl]pyridazin-3-yl]-3,5-dimethyl-phenol OC[C@@H]1N(CCOC1)C1=CC=C(N=N1)C1=C(C=C(C=C1C)C)O